FC=1C=C(C=NC1)C1=NC(=NO1)[C@H]1[C@@H](C1)C1=CC=C(C=C1)S(=O)(=O)N 4-{(1R,2R)-2-[5-(5-fluoropyridin-3-yl)-1,2,4-oxadiazol-3-yl]cyclopropyl}benzenesulfonamide